C(C)OC(\C(=C\NC1=C(C=CC(=C1)F)OC)\C#N)=O.COC1=CC=C(NC(C)(C)CC)C=C1 4-methoxy-N-(tert-amyl)aniline (E)-ethyl-2-cyano-3-((5-fluoro-2-methoxyphenyl)amino)acrylate